NC1=C(C2=C(S1)C(C(CC2)(CCC2=CC=NO2)CC2CC2)=O)C(=O)O 2-Amino-6-(cyclopropylmethyl)-6-(2-(isoxazol-5-yl)ethyl)-7-oxo-4,5,6,7-tetrahydrobenzo[b]thiophene-3-carboxylic acid